NCC=1C=C(C=CC1)C=1SC=C(N1)CN(C)C 1-(2-(3-(aminomethyl)phenyl)thiazol-4-yl)-N,N-dimethylmethylamine